FC1(CCC(CC1)NCC[C@H]1C[C@@H](CCC1)OC1=C(C=CC(=C1)C)S(=O)(=O)N1[C@@H](CCC1)C(=O)[O-])F.[Li+] |o1:10,12| Lithium ((2-(((1R*,3S*)-3-(2-((4,4-difluorocyclohexyl)amino)ethyl)cyclohexyl)oxy)-4-methylphenyl)sulfonyl)-L-prolinate